4-(2-(2-chlorophenyl)-3-methyl-7-oxo-4,7-dihydropyrazolo[1,5-a]pyrimidin-5-yl)benzonitrile ClC1=C(C=CC=C1)C1=NN2C(NC(=CC2=O)C2=CC=C(C#N)C=C2)=C1C